C(CCCCCCCCCCCCCCCCC)(=O)OCC(CCCCCCCC(=O)O)C=CCCCCCCC 9-((stearoyloxy)methyl)octadec-10-enoic acid